ClC1=C(C=C2C(NC(N3C2=C1SC[C@@H]3C)=O)=O)C(F)(F)F (S)-10-chloro-3-methyl-9-(trifluoromethyl)-2H-[1,4]thiazino[2,3,4-ij]quinazoline-5,7(3H,6H)-dione